C(C)OC(=O)[C@@H]1[C@H]2C([C@H]2CN1)(C)C (1R,2S,5S)-6,6-dimethyl-3-azabicyclo[3.1.0]Hexane-2-carboxylic acid ethyl ester